N-[3-(1,5-dimethyl-6-oxopyridin-3-yl)-4-(oxan-3-yloxy)phenyl]methanesulfonamide CN1C=C(C=C(C1=O)C)C=1C=C(C=CC1OC1COCCC1)NS(=O)(=O)C